N1C=CC2=C(C=CC=C12)S(=O)(=O)N1C[C@@H](CC1)N(C1=CC=C(C=C1)O)C |r| rac-(R)-4-((1-((1H-indol-4-yl)sulfonyl)pyrrolidin-3-yl)(methyl)amino)phenol